N-benzyl-7-methyl-1,4-dioxaspiro[4.5]decan-8-amine C(C1=CC=CC=C1)NC1C(CC2(OCCO2)CC1)C